5-(2,5-dimethyl-1,2,3,4-tetrahydroisoquinolin-7-yl)-3-(1-(1-(pyridin-3-yl)ethyl)-1H-pyrazol-4-yloxy)pyrazin-2-amine CN1CC2=CC(=CC(=C2CC1)C)C=1N=C(C(=NC1)N)OC=1C=NN(C1)C(C)C=1C=NC=CC1